methyl (E)-3-(2-butyl-1-((diethylamino)-methyl)-1H-benzoimidazol-5-yl)acrylate C(CCC)C1=NC2=C(N1CN(CC)CC)C=CC(=C2)/C=C/C(=O)OC